(S)-2-naphthyl-1-propylamine C1=C(C=CC2=CC=CC=C12)NCCC